F[B-](F)(F)F.N1N=CC=CC2=C1C=CC=C2 benzodiazepine tetrafluoroborate salt